N-methylbenzothiazole-2-one CN1C(SC2=C1C=CC=C2)=O